N1CC(C1)[C@@H]1CN(CCC1)C1C[C@H](CC1)C(=O)O (1S)-3-((R)-3-(azetidine-3-yl)piperidin-1-yl)cyclopentane-1-carboxylic acid